(2R,4R)-1-(3-chloro-2-fluorobenzyl)-4-((5-fluoro-2-((5-methyl-1H-pyrazol-3-yl)amino)pyrimidin-4-yl)methyl)-2-methylpiperidine-4-carboxylic acid ClC=1C(=C(CN2[C@@H](C[C@@](CC2)(C(=O)O)CC2=NC(=NC=C2F)NC2=NNC(=C2)C)C)C=CC1)F